N-{2-[(3S)-3-(aminomethyl)-4-methylpiperazin-1-yl]-3-chloro-4-(2-fluorophenoxy)phenyl}-1-(2,2-difluoroethyl)-1H-pyrazole-3-carboxamide NC[C@H]1CN(CCN1C)C1=C(C=CC(=C1Cl)OC1=C(C=CC=C1)F)NC(=O)C1=NN(C=C1)CC(F)F